2,4-dichlorophenoxy-α-propionic acid CC(C(=O)O)OC1=C(C=C(C=C1)Cl)Cl